2-((1R,4R)-4-((R)-2-hydroxy-N-methylpropanamido)cyclohexyl)-6-methoxy-N-(2-oxo-1-(1H-pyrazol-4-yl)-1,2-dihydropyridin-3-yl)-2H-indazole-5-carboxamide O[C@@H](C(=O)N(C)C1CCC(CC1)N1N=C2C=C(C(=CC2=C1)C(=O)NC=1C(N(C=CC1)C=1C=NNC1)=O)OC)C